CC1=NC(=CC=C1OC1C2C(C2CC1)C(=O)OCC)C=1N=NN(C1COC(=O)OC1=CC=C(C=C1)[N+](=O)[O-])C ethyl 2-((2-methyl-6-(1-methyl-5-((((4-nitrophenoxy)carbonyl) oxy)methyl)-1H-1,2,3-triazol-4-yl)pyridin-3-yl)oxy)bicyclo[3.1.0]hexane-6-carboxylate